2-((1R,5S,6S)-6-(3,4-dimethylphenyl)-3-azabicyclo[3.1.0]hexane-3-carbonyl)-5-azaspiro[3.4]octan-6-one CC=1C=C(C=CC1C)C1[C@@H]2CN(C[C@H]12)C(=O)C1CC2(C1)NC(CC2)=O